methoxy(methoxycarbonyloxy)magnesium CO[Mg]OC(=O)OC